16-hydroxy-tetracos-18-enoic acid OC(CCCCCCCCCCCCCCC(=O)O)CC=CCCCCC